CC1=C(C=C(OC[C@H]2N(CC2)C(=O)OC(C)(C)C)C=C1)C(NC1(CC1)C1=C2C=CC=NC2=CC(=C1)OS(=O)(=O)C(F)(F)F)=O tert-Butyl (s)-2-((4-methyl-3-((1-(7-(((trifluoromethyl)sulfonyl)oxy)quinolin-5-yl)cyclopropyl)carbamoyl)phenoxy)methyl)azetidine-1-carboxylate